C(C1=CC=CC=C1)ON1C(C2(C1)N(CCC2)C(=O)OC(C)(C)C)=O 2-(benzyloxy)-5-(tert-butoxycarbonyl)-1-oxo-2,5-diazaspiro[3.4]octane